2-{[(2R,7aS)-2-fluoro-hexahydro-1H-pyrrolizin-7a-yl]methoxy}-7-bromo-4-[8-(4,4-difluorocyclohexanecarbonyl)-3,8-diazabicyclo[3.2.1]oct-3-yl]-8-fluoroquinazoline F[C@@H]1C[C@@]2(CCCN2C1)COC1=NC2=C(C(=CC=C2C(=N1)N1CC2CCC(C1)N2C(=O)C2CCC(CC2)(F)F)Br)F